4-(6-(benzo[d]thiazol-2-yl-methoxy)-4-(piperidine-1-carbonyl)quinoline-2-carbonyl)-1-(thiazol-2-yl-methyl)-1,4-diazepan-1-ium 2,2,2-trifluoroacetate FC(C(=O)[O-])(F)F.S1C(=NC2=C1C=CC=C2)COC=2C=C1C(=CC(=NC1=CC2)C(=O)N2CC[NH+](CCC2)CC=2SC=CN2)C(=O)N2CCCCC2